3-(6-(2-(4-(4-(4-((5-hydroxy-2-(4-hydroxyphenyl)-3-methyl-1H-indol-1-yl)-methyl)phenoxy)butyl)piperazin-1-yl)-2-oxoethoxy)-1-methyl-1H-indazol-3-yl)piperidine-2,6-dione OC=1C=C2C(=C(N(C2=CC1)CC1=CC=C(OCCCCN2CCN(CC2)C(COC2=CC=C3C(=NN(C3=C2)C)C2C(NC(CC2)=O)=O)=O)C=C1)C1=CC=C(C=C1)O)C